6-bromo-3-{[2-(trimethylsilyl)ethoxy]methyl}-2,3-dihydro-1H-isoindol-1-one BrC1=CC=C2C(NC(C2=C1)=O)COCC[Si](C)(C)C